6-isopropyl-2-oxo-10-(thiazole-2-yl)-6,7-dihydro-2H-pyrido[2,1-a]Isoquinoline-3-carboxylic acid C(C)(C)C1N2C(C3=CC(=CC=C3C1)C=1SC=CN1)=CC(C(=C2)C(=O)O)=O